methyl 3-((6-((4,4-difluorocyclohexyl)(methyl)amino)-2-(4-methylthiazol-2-yl)pyrimidin-4-yl)oxy)azetidine-1-carboxylate FC1(CCC(CC1)N(C1=CC(=NC(=N1)C=1SC=C(N1)C)OC1CN(C1)C(=O)OC)C)F